COC1=CC=C2C=C(C=NC2=C1)NC1=NC(=NC=C1)NC1=CC=C(C=C1)OC1CC(C1)N(C)C 4-(7-methoxy-3-quinolylamino)-2-{p-[(1r,3r)-3-(dimethylamino)cyclobutoxy]phenylamino}pyrimidine